3-(4-bromobutoxy)-N,N-bis(4-methoxybenzyl)-5-nitro-4-(((tetrahydro-2H-pyran-4-yl)methyl)amino)benzenesulfonamide BrCCCCOC=1C=C(C=C(C1NCC1CCOCC1)[N+](=O)[O-])S(=O)(=O)N(CC1=CC=C(C=C1)OC)CC1=CC=C(C=C1)OC